4-(6-amino-1H-pyrrolo[2,3-b]pyridin-4-yl)-3-methyl-3,6-dihydropyridin NC1=CC(=C2C(=N1)NC=C2)C=2C(C=NCC2)C